C(CCCCCCCCC)(=O)N[C@@H](CC=1N=C2N(C=CC(=C2)C(=O)OC)C1)C(=O)NCCCCCC methyl (S)-2-(2-decanamido-3-(hexylamino)-3-oxopropyl)imidazo[1,2-a]pyridine-7-carboxylate